C1[C@@H]2N(CCN1[C@H]1CC[C@H](CC1)N1C=C(C3=C1N=CN=C3N)C3=CC=C(C=C3)OC3=CC=CC=C3)CCC2 7-((cis)-4-((R)-hexahydropyrrolo[1,2-a]pyrazin-2(1H)-yl)cyclohexyl)-5-(4-phenoxyphenyl)-7H-pyrrolo[2,3-d]pyrimidin-4-amine